(2S,4R)-2-((6-bromopyridin-2-yl)carbamoyl)-4-fluoropyrrolidin-1-yl-2-oxoethyl-N,N-dimethyl-5-(2-methylpyrimidin-5-yl)-1H-indazole-6-carboxamide BrC1=CC=CC(=N1)NC(=O)[C@H]1N(C[C@@H](C1)F)C1=NN(C2=CC(=C(C=C12)C=1C=NC(=NC1)C)C(=O)N(C)C)CC=O